N[C@@H](C)C(=O)N1[C@H](CCC1)C(=O)N([C@@H](CCCNC(N)=N)C(=O)N[C@@H](CC1=CC=C(C=C1)O)C(=O)O)C(C(CCN)N)=O L-alanyl-D-prolyl-(2S)-2,4-diaminobutyryl-L-arginyl-L-tyrosine